methyl 1-(3-(2-chloro-4-fluoro-3-methyl-5-nitrobenzamido)-4-(4-methylpiperazin-1-yl)phenyl)-1H-1,2,3-triazole-4-carboxylate ClC1=C(C(=O)NC=2C=C(C=CC2N2CCN(CC2)C)N2N=NC(=C2)C(=O)OC)C=C(C(=C1C)F)[N+](=O)[O-]